dichloro(p-methyl-isopropylphenyl)ruthenium (II) Cl[Ru-](C1=C(C=C(C=C1)C)C(C)C)Cl